ClC=1C=C2CCCN(C2=C(C1)C1=C2C(=NC=C1)C=C(S2)CN2C(N(C=CC2=O)CCC(F)F)=O)[C@@H]2CNCC2 (S)-3-((7-(6-chloro-1-(pyrrolidin-3-yl)-1,2,3,4-tetrahydroquinolin-8-yl)thieno[3,2-b]pyridin-2-yl)methyl)-1-(3,3-difluoropropyl)pyrimidine-2,4(1H,3H)-dione